2,4-dimethyl-2-carboxymethyl-1,3-dioxane CC1(OCCC(O1)C)CC(=O)O